NCCN1N=C(C(=C1)C1=NC=CC(=N1)NC=1N=CC2=C(C=CC(=C2C1)C(C)C)N1CC(C1)N(S(=O)(=O)C)C)Cl N-(1-(3-((2-(1-(2-Aminoethyl)-3-chloro-1H-pyrazol-4-yl)pyrimidin-4-yl)amino)-5-isopropylisoquinolin-8-yl)azetidin-3-yl)-N-methyl-methanesulfonamide